methyl 1-(2-(4-(1-(tert-butoxycarbonyl)azetidin-3-yl)-3,5-dimethylphenyl)propan-2-yl)piperidine-4-carboxylate C(C)(C)(C)OC(=O)N1CC(C1)C1=C(C=C(C=C1C)C(C)(C)N1CCC(CC1)C(=O)OC)C